CNC(C=CC)=O N-methyl-3-methyl-acrylamide